OCCNS(=O)(=O)C1=CC=C(C=C1)C=1N=NN(N1)CC1=CC=C(C=C1)OC N-(2-hydroxyethyl)-4-(2-(4-methoxybenzyl)-2H-tetrazol-5-yl)benzenesulfonamide